(S)-1-(1H-INDAZOL-3-YL)-N-(1-OXO-3-PHENYLPROPAN-2-YL)-1H-IMIDAZOLE-5-CARBOXAMIDE N1N=C(C2=CC=CC=C12)N1C=NC=C1C(=O)N[C@H](C=O)CC1=CC=CC=C1